N1(CCC(CC1)C=1C=NC(=NC1)N1C[C@H]2N(C=3C(=NN=C(C3)C3=C(C=CC=C3)O)NC2)CC1)C1CNCCC1 2-((6aS)-8-(5-([1,3'-bipiperidin]-4-yl)pyrimidin-2-yl)-6,6a,7,8,9,10-hexahydro-5H-pyrazino[1',2':4,5]pyrazino[2,3-c]pyridazin-2-yl)phenol